((3s,5s)-1-(7-carbamoyl-3-chloro-5-fluoro-2-methyl-1H-indol-4-yl)-5-fluoropiperidin-3-yl)carbamic acid tert-butyl ester C(C)(C)(C)OC(N[C@@H]1CN(C[C@H](C1)F)C1=C2C(=C(NC2=C(C=C1F)C(N)=O)C)Cl)=O